C(C(=O)OC1=C(C=CC(=C1)[N+](=O)[O-])[N+](=O)[O-])(=O)OC1=C(C=CC(=C1)[N+](=O)[O-])[N+](=O)[O-] bis(2,5-dinitrophenyl) oxalate